(R)-3-(5-(4-bromophenyl)thiazol-2-yl)-4-cyclopentyl-N-hydroxybutanamide BrC1=CC=C(C=C1)C1=CN=C(S1)[C@@H](CC(=O)NO)CC1CCCC1